CCOCC(=O)O 2-[2-ethoxy]acetic acid